BrC=1C=C(C(N(C1C)C=1C=NC=CC1)=O)C(=O)N 5-bromo-6-methyl-2-oxo-2H-[1,3'-bipyridine]-3-carboxamide